5-[2-(4-butylphenyl)ethynyl]-1,3-difluoro-2-(2-isothiocyanatoethynyl)benzene C(CCC)C1=CC=C(C=C1)C#CC=1C=C(C(=C(C1)F)C#CN=C=S)F